O1CC(C1)OC=1C=C(N=NC1)CO (5-(oxetan-3-yloxy)pyridazin-3-yl)methanol